1H-Benzocycloheptene C1C=CC=C2C1=CC=CC=C2